BrC=1C=C(C(=NC1)N=C(C)N(C)C)F N'-(5-bromo-3-fluoro-2-pyridyl)-N,N-dimethyl-acetamidine